BrC1=CC=C(C2=C1NC=N2)C(=O)N2[C@@H]1C=3C(=NN(C3CC2)C2=C(C=C(C=C2)C2CCC2)O)OCCN(C1)C(C=C)=O |r| (rac)-1-(5-(7-bromo-1H-benzo[d]imidazole-4-carbonyl)-2-(4-cyclobutyl-2-hydroxyphenyl)-2,3,4,5,5a,6,8,9-octahydro-7H-10-oxa-1,2,5,7-tetraazacycloocta[cd]inden-7-yl)prop-2-en-1-one